BrC=1C=C(C=2N(C1)N=CC2C#N)O[C@H](CC)C2=NC=C(C=C2)F 6-bromo-4-[(1R)-1-(5-fluoro-2-pyridyl)propoxy]pyrazolo[1,5-a]pyridine-3-carbonitrile